1-(2-bromo-4-chlorophenyl)-1H-pyrazole-3-carboxylic acid ethyl ester C(C)OC(=O)C1=NN(C=C1)C1=C(C=C(C=C1)Cl)Br